NC=1C=C2C=CN(C2=CC1)C(=O)NCC1=CC=C(C=C1)S(=O)(=O)N1CCCCC1 5-amino-N-(4-(piperidin-1-ylsulfonyl)benzyl)-1H-indole-1-carboxamide